9-anthracene C1=CC=C2C=C3C=CC=CC3=CC2=C1